3-(18-(propylamino)-18-oxooctadecanamido)propanoic acid C(CC)NC(CCCCCCCCCCCCCCCCC(=O)NCCC(=O)O)=O